5-[2-ethoxy-5-(4-methyl-1-piperazinyl-sulfonyl)phenyl]-1-methyl-3-n-propyl-1,6-dihydro-7H-pyrazolo[4,3-d]Pyrimidin-7-one C(C)OC1=C(C=C(C=C1)S(=O)(=O)N1CCN(CC1)C)C=1NC(C2=C(N1)C(=NN2C)CCC)=O